C(C=C)(=O)N1C[C@@H]2COC3=C(C(N2CC1)=O)C(=NC(=C3Cl)C3=C(C=CC=C3O)F)C=3C(=NN(C3)C)C (6aR)-8-acryloyl-4-chloro-1-(1,3-dimethyl-1H-pyrazol-4-yl)-3-(2-fluoro-6-hydroxyphenyl)-6,6a,7,8,9,10-hexahydro-12H-pyrazino[2,1-c]pyrido[3,4-f][1,4]oxazepin-12-one